FC1(CC(CNC1)NC1=NC(=NC2=CC=C(C=C12)C)N1CCSC2=C(C1)C=CC=C2)F 4-(((5,5-difluoropiperidin-3-yl)amino)-6-methylquinazolin-2-yl)-2,3,4,5-tetrahydrobenzo[f][1,4]thiazepine